2-(pyridin-2-yl)-6-(quinolin-6-ylmethyl)-4,5,6,7-tetrahydro-2H-pyrazolo[3,4-c]pyridin-3-ol N1=C(C=CC=C1)N1N=C2CN(CCC2=C1O)CC=1C=C2C=CC=NC2=CC1